2-(1-(morpholine-4-carbonyl)piperidin-4-ylidene)-2-(4-(trifluoromethyl)phenyl)acetonitrile N1(CCOCC1)C(=O)N1CCC(CC1)=C(C#N)C1=CC=C(C=C1)C(F)(F)F